1-(3-bromo-2-hydroxy-5-methyl-phenyl)-3-(4,4-dimethyl-1-piperidyl)propane-1,3-dione BrC=1C(=C(C=C(C1)C)C(CC(=O)N1CCC(CC1)(C)C)=O)O